samarium-strontium-cobalt oxide [Co]=O.[Sr].[Sm]